N1N=CC(=C1)C1=NC=CC(=C1)C=1C=C2C(=C(NC2=CC1)C1=CC(=NC=C1)C)C(C)C 5-(2-(1H-pyrazol-4-yl)pyridin-4-yl)-3-isopropyl-2-(2-methylpyridin-4-yl)-1H-indole